N-(3-fluoro-4-((1-isopropyl-2-oxo-2,3-dihydro-1H-imidazo[4,5-b]pyridin-7-yl)oxy)phenyl)-2-phenylthiazole-5-carboxamide FC=1C=C(C=CC1OC1=C2C(=NC=C1)NC(N2C(C)C)=O)NC(=O)C2=CN=C(S2)C2=CC=CC=C2